P=N phosphinideneamine